1-ethyl-7-methoxy-N-(3-(methylsulfonyl)phenyl)-2-(2,2,2-trifluoro-1-hydroxy-1-phenylethyl)-1H-benzo[d]imidazole-6-carboxamide C(C)N1C(=NC2=C1C(=C(C=C2)C(=O)NC2=CC(=CC=C2)S(=O)(=O)C)OC)C(C(F)(F)F)(C2=CC=CC=C2)O